2-((3-chloro-4-(4,4,5,5-tetramethyl-1,3,2-dioxaborolan-2-yl)phenyl)amino)-2-oxo-1-(o-tolyl)ethyl acetate C(C)(=O)OC(C(=O)NC1=CC(=C(C=C1)B1OC(C(O1)(C)C)(C)C)Cl)C1=C(C=CC=C1)C